tert-butyl N-[3-[2-(2-chlorophenyl)-2-oxo-ethyl]-4,4-difluoro-pentyl]carbamate ClC1=C(C=CC=C1)C(CC(CCNC(OC(C)(C)C)=O)C(C)(F)F)=O